BrC1=NC(=CC(=C1)C1(CC(C1)C)C(=O)N(N)C(=O)OC(C)(C)C)F tert-butyl (1-(2-bromo-6-fluoropyridin-4-yl)-3-methylcyclobutane-1-carbonyl)hydrazine-1-carboxylate